FC(C(=O)O)(F)F.NC1CCC(CC1)C(C)(C)O 2-((1r,4r)-4-aminocyclohexyl)propan-2-ol trifluoroacetate